CC1=CC=C(C=C1)S(=O)(=O)N[C@H]([C@@H](N)C1=CC=CC=C1)C1=CC=CC=C1 (1S,2S)-N-p-toluenesulfonyl-1,2-diphenylethylenediamine